4-[[(2S,3S,4S,5R)-3-(3,4-difluoro-2-methoxy-phenyl)-4,5-dimethyl-5-(trifluoromethyl)tetrahydrofuran-2-carbonyl]amino]pyridine-2-carboxamide FC=1C(=C(C=CC1F)[C@H]1[C@H](O[C@]([C@H]1C)(C(F)(F)F)C)C(=O)NC1=CC(=NC=C1)C(=O)N)OC